COC1=CC=C(COC2=NC(=NN3C2=CC=C3)C3=CC(CC3)=O)C=C1 3-(4-((4-methoxybenzyl)oxy)pyrrolo[2,1-f][1,2,4]triazin-2-yl)cyclopent-2-en-1-one